NCCOCCOCCOCCO 2-(2-(2-(2-aminoethoxy)ethoxy)ethoxy)ethan-1-ol